COC(=O)C=1C=NN(C1)C(F)F 1-(difluoromethyl)-1H-pyrazole-4-carboxylic acid methyl ester